N-[(2R)-1-[(7-amino-3-methyl-1,2,3-benzotriazol-5-yl)methoxy]propan-2-yl]-5-chloro-7-(methylamino)pyrazolo[1,5-a]pyrimidine-3-carboxamide NC1=CC(=CC2=C1N=NN2C)COC[C@@H](C)NC(=O)C=2C=NN1C2N=C(C=C1NC)Cl